tridecylbenzenesulfonic acid sodium salt [Na+].C(CCCCCCCCCCCC)C1=C(C=CC=C1)S(=O)(=O)[O-]